FCC(CN(CCC(C(=O)O)NC(C(C)(C)C1=NC(=CC=C1)OC)=O)CCCCC1=NC=2NCCCC2C=C1)OC 4-[[3-fluoro-2-methoxy-propyl]-[4-(5,6,7,8-tetrahydro-1,8-naphthyridin-2-yl)butyl]amino]-2-[[2-(6-methoxy-2-pyridyl)-2-methyl-propanoyl]amino]butanoic acid